4-(2-(pyrrolidin-1-yl)ethyl)-N6-((tetrahydro-2H-pyran-4-yl)methyl)-1,3,5-triazine-2,4,6-triamine N1(CCCC1)CCC1(NC(=NC(=N1)NCC1CCOCC1)N)N